N-(2-(6-(2,6-dichloro-3,5-dimethoxyphenyl)-4,5,6,7-tetrahydro-1H-indazol-3-yl)-5-methylphenyl)acrylamide ClC1=C(C(=C(C=C1OC)OC)Cl)C1CCC=2C(=NNC2C1)C1=C(C=C(C=C1)C)NC(C=C)=O